C(CC(=O)C)(=O)O[Ti]OC(CC(=O)C)=O bis(acetoacetoxy)titanium